2-((2R,5S)-2-(2-(2-(dimethylamino)ethyl)benzo[d]thiazol-5-yl)-5-methylpiperidin-1-yl)-2-oxo-N-(1H-pyrazolo[4,3-c]pyridin-7-yl)acetamide CN(CCC=1SC2=C(N1)C=C(C=C2)[C@@H]2N(C[C@H](CC2)C)C(C(=O)NC=2C1=C(C=NC2)C=NN1)=O)C